ClC1=CC2=C(S1)[C@@]1(C[C@@H](NCC1)C)OCC2(O)C(F)(F)F (2'S,7R)-2-chloro-2'-methyl-4-(trifluoromethyl)spiro[5H-thieno[2,3-c]pyran-7,4'-piperidine]-4-ol